1-pentylpyrazole bromate Br(=O)(=O)O.C(CCCC)N1N=CC=C1